NC1=CC(=NC=C1C(=O)O)C(F)(F)F 4-amino-6-(trifluoromethyl)nicotinic acid